COCCOCC=1C=C2C=CNC2=C(C1)[N+](=O)[O-] 5-(2-methoxyethoxymethyl)-7-nitro-1H-indole